tert-butyl ((1S,2S,4S)-4-fluoro-2-(hydroxymethyl)cyclohexyl)carbamate F[C@@H]1C[C@@H]([C@H](CC1)NC(OC(C)(C)C)=O)CO